BrC1=CC=C(C=2N=C(OC21)N2CC1N(C(C2)C1)C(=O)OC(C)(C)C)C(C(F)(F)F)O tert-Butyl 3-(7-bromo-4-(2,2,2-trifluoro-1-hydroxyethyl)benzo[d]oxazol-2-yl)-3,6-diazabicyclo[3.1.1]heptane-6-carboxylate